C(CCCC)C1=CC=CC(O1)=O 6-Amyl-2H-pyran-2-one